C(C)(C)(C)NC(=O)C1=NC=NC(=C1)NC(CC1=C(C=CC(=C1)Cl)OC)=O N-tert-butyl-6-[[2-(5-chloro-2-methoxy-phenyl)acetyl]amino]pyrimidine-4-carboxamide